butoxylactic acid C(CCC)OC(C(=O)O)(O)C